COC=1C=C(C=CC1)[C@]12CO[C@H]([C@@H]1C(=O)NC=1C=C(C=C(C1)C(F)(F)F)NC(=O)[N-]C1=C[N+](=NO1)CC1=NC=CC=C1)C2 ((3-((1S,4R,5R)-4-(3-Methoxyphenyl)-2-oxabicyclo[2.1.1]hexane-5-carboxamido)-5-(trifluoromethyl)phenyl)carbamoyl)(3-(pyridin-2-ylmethyl)-1,2,3-oxadiazol-3-ium-5-yl)amide